1-(ethoxycarbonylmethyl)piperazine tert-butyl-4-(difluoromethyl)-6,7-dihydrothiazolo[5,4-c]pyridine-5(4H)-carboxylate C(C)(C)(C)OC(=O)N1C(C2=C(CC1)N=CS2)C(F)F.C(C)OC(=O)CN2CCNCC2